4,5-dimethyl-2-phenylphenol CC1=CC(=C(C=C1C)O)C1=CC=CC=C1